C(C)(C)C1=C(C(=CC=C1)C(C)C)N1C(=NC=C1)C1=CC=CC=C1 N-(2,6-diisopropylphenyl)-2-phenylimidazole